Triphenylphosphonium palladium [Pd+2].C1(=CC=CC=C1)[PH+](C1=CC=CC=C1)C1=CC=CC=C1